(4R)-4-((tert-butoxycarbonyl)amino)-3,3-difluorocyclopentane-1-carboxylate C(C)(C)(C)OC(=O)N[C@H]1C(CC(C1)C(=O)[O-])(F)F